C(C)(C)OC(C1=CC(=CC=C1)[C@@H]1NOCC1)=O.ClC1=CC=C2C=CN(C2=C1)S(=O)(=O)C=1C(=CC(=C(C1)N1C(C2=CC=CC=C2C1=O)=O)F)OC 2-[5-(6-chloroindole-1-sulfonyl)-2-fluoro-4-methoxyphenyl]isoindole-1,3-dione isopropyl-(R)-3-(isoxazolidin-3-yl)benzoate